C(C)(=O)C=1N=CC(=NC1)N1C[C@H](N([C@@H](C1)C)C(=O)OC1CC2(CN(C2)CC2=CC=CC=C2)C1)C 2-benzyl-2-azaspiro[3.3]heptan-6-yl (2R,6R)-4-(5-acetylpyrazin-2-yl)-2,6-dimethylpiperazine-1-carboxylate